tert-Butyl 2-((((9H-fluoren-9-yl)methoxy) carbonyl)amino)-3-(3,5-difluoro-4-methoxyphenyl)propanoate C1=CC=CC=2C3=CC=CC=C3C(C12)COC(=O)NC(C(=O)OC(C)(C)C)CC1=CC(=C(C(=C1)F)OC)F